O=C1NN=CC2=C1C=NC(=C2)N2CCC(CC2)CCP(O)(O)=O (2-(1-(4-oxo-3,4-dihydropyrido[3,4-d]pyridazin-7-yl)piperidin-4-yl)ethyl)phosphonic acid